4-fluoro-2-(2-isobutyramido-6-oxo-1,6-dihydro-9H-purin-9-yl)tetrahydrofuran-3-yl phosphonate P(OC1C(OCC1F)N1C=2N=C(NC(C2N=C1)=O)NC(C(C)C)=O)([O-])=O